(S)-N-(1-(2-Fluoro-4-methylphenyl)ethyl)-2-(1-isopropyl-3,7-dimethyl-4-oxo-1,4-dihydro-5H-pyrazolo[3,4-d]pyridazin-5-yl)acetamid FC1=C(C=CC(=C1)C)[C@H](C)NC(CN1N=C(C2=C(C1=O)C(=NN2C(C)C)C)C)=O